6-(4-Cyanophenyl)-N-[(2S)-1-hydroxypropan-2-yl]-3-oxo-2-(pyridin-3-yl)-2,3-dihydropyridazine C(#N)C1=CC=C(C=C1)C1=CCC(N(N1[C@H](CO)C)C=1C=NC=CC1)=O